C(CCOCCCOCCCOCCCOCCCO)O 4,8,12,16-tetraoxanonadecane-1,19-diol